O=C1N(CC2=CC=C(C=C12)C=1C=CC(=NC1)N1CCN(CC1)CCCCCCCCCC(=O)N)C(C(NC=1SC=CN1)=O)C1=CC=CC=C1 10-(4-(5-(3-oxo-2-(2-oxo-1-phenyl-2-(thiazol-2-ylamino)ethyl)isoindolin-5-yl)pyridin-2-yl)piperazin-1-yl)decanoamide